epoxychloroacetone ClC1C(CO1)=O